OC1=C(NC2=CC=CC=C2C1=O)C1=CC=C(C=C1)OCCCN1CCCC1 3-hydroxy-2-(4-(3-(pyrrolidin-1-yl)propoxy)phenyl)quinolin-4(1H)-one